BrC=1N=CC(=NC1)N1CCC2(CC1)[C@@H](C1=CC=CC=C1C2)N[S@](=O)C(C)(C)C (S)-1'-(5-bromopyrazin-2-yl)-1-(((R)-tert-butylsulfinyl)amino)-1,3-dihydrospiro[indene-2,4'-piperidine]